4-(3-fluorophenyl)-2-((6-hydroxy-5'-methyl-4-pentyl-1',2',3',4'-tetrahydro-[1,1'-biphenyl]-2-yl)oxy)-1,3,2-dioxaphosphinane 2-oxide FC=1C=C(C=CC1)C1OP(OCC1)(OC1=C(C(=CC(=C1)CCCCC)O)C1CCCC(=C1)C)=O